9',9''''-(4-(3-(2,6-dimethylpyridin-3-yl)phenyl)pyridine-2,5-diyl)bis(9'H-9,3':6',9''-tercarbazole) CC1=NC(=CC=C1C=1C=C(C=CC1)C1=CC(=NC=C1N1C2=CC=C(C=C2C=2C=C(C=CC12)N1C2=CC=CC=C2C=2C=CC=CC12)N1C2=CC=CC=C2C=2C=CC=CC12)N1C2=CC=C(C=C2C=2C=C(C=CC12)N1C2=CC=CC=C2C=2C=CC=CC12)N1C2=CC=CC=C2C=2C=CC=CC12)C